C(C)O[Si]1(N(CCC1)CCCCCC[Si](OCC)(OCC)C)OCC 2,2-diethoxy-N-(methyldiethoxysilylhexyl)-1-aza-2-silacyclopentane